3-benzyloxypiperazine-2-carboxylic acid C(C1=CC=CC=C1)OC1C(NCCN1)C(=O)O